[K+].F[C@H]1[C@@H](C1)C1=C(C=NN1C)C(=O)[O-] trans-5-(2-fluorocyclopropyl)-1-methyl-1H-pyrazole-4-carboxylic acid potassium salt